DL-α-hydroxy-β,β-dimethyl-γ-butyrolactone O[C@H]1C(=O)OCC1(C)C |r|